(5-fluoroisoindolin-2-yl)-N-(3-hydroxyphenyl)-3-isopropyl-7-(1H-pyrazol-4-yl)pyrazolo[1,5-a]pyrimidine-2-carboxamide FC=1C=C2CN(CC2=CC1)C1=NC=2N(C(=C1)C=1C=NNC1)N=C(C2C(C)C)C(=O)NC2=CC(=CC=C2)O